FC(C1=NN=C(S1)N1C(N(C2=C1C=C(C(=C2)F)S(=O)(=O)Cl)CC)=O)F 3-[5-(difluoromethyl)-1,3,4-thiadiazol-2-yl]-1-ethyl-6-fluoro-2-oxo-1,3-benzodiazole-5-sulfonyl chloride